C(C1=CC=CC=C1)C=1C=NC2=CC(=NC=C2C1)C(C(F)(F)F)N1CC(C(CC1)(F)F)C=1C=NC(=CC1)OCC1=CC=CC=C1 3-Benzyl-7-(1-(3-(6-(benzyloxy)pyridin-3-yl)-4,4-difluoropiperidin-1-yl)-2,2,2-trifluoroethyl)-1,6-naphthyridine